FC1=CC(=C(C=C1C=1C=NC(=NC1)N1CCOCC1)NC(C1=CC(=CC=C1)OC)=O)N1C[C@@H](N([C@@H](C1)C)C)C N-(4-fluoro-5-(2-morpholinopyrimidin-5-yl)-2-((3S,5R)-3,4,5-trimethylpiperazin-1-yl)phenyl)-3-methoxybenzamide